(R,Z)-N-(1-(5-((2,3-dichlorophenyl)thio)pyrazin-2-yl)-1'H,3'H-spiro[piperidine-4,2'-pyrrolizin]-1'-ylidene)-2-methylpropane-2-sulfinamide ClC1=C(C=CC=C1Cl)SC=1N=CC(=NC1)N1CCC2(/C(/C3=CC=CN3C2)=N/[S@](=O)C(C)(C)C)CC1